C(#N)C=1C=NN2C1C(=CC(=C2)N2CCOCC2)OS(=O)(=O)C(F)(F)F.C2(=CC=CC1=CC=CC=C21)C=2C=C(C=CC2)C=2C1=CC=CC=C1C(=C1C=CC=CC21)C=2C1=CC=CC=C1C=1C=CC=CC1C2 9-(3-(naphthalen-1-yl)phenyl)-10-(phenanthren-9-yl)anthracene 3-Cyano-6-morpholinopyrazolo[1,5-a]pyridin-4-yl-triflate